8-(5-chloro-2,3-difluoro-phenyl)-N-(2,3-dihydro-1,4-benzoxazin-4-yl)-4-morpholino-quinoline-3-carboxamide ClC=1C=C(C(=C(C1)C=1C=CC=C2C(=C(C=NC12)C(=O)NN1CCOC2=C1C=CC=C2)N2CCOCC2)F)F